OCCNC(=O)C=1N=NN(C1)CCCCC=1SC(=NN1)NC(CC1=CC(=CC=C1)OC(F)(F)F)=O N-(2-hydroxyethyl)-1-[4-(5-{2-[3-(trifluoromethoxy)phenyl]acetamido}-1,3,4-thiadiazol-2-yl)butyl]-1H-1,2,3-triazole-4-carboxamide